C(CCC)OC(=O)N1CC(C1)S(=O)(=O)C1=CC=C(C=C1)O.CC(=C(C=O)C)C=CCCC dimethyl-octadienal butyl-3-(4-hydroxyphenyl)sulfonylazetidine-1-carboxylate